FC1(CN(CC1)C1CC(C1)N)F 3-(3,3-difluoropyrrolidin-1-yl)cyclobutan-1-amine